N[C@@H]1C2=CC(=CC=C2CC12CCN(CC2)C2=NC(=C(C(=N2)C#N)C2=C(C(=CC=C2)Cl)Cl)C)OC 2-((S)-1-amino-6-methoxy-1,3-dihydrospiro[indene-2,4'-piperidine]-1'-yl)-5-(2,3-dichlorophenyl)-6-methylpyrimidine-4-carbonitrile